CC1OCCC(C1)C#CC(=O)O 3-(2-methyloxan-4-yl)prop-2-ynoic acid